C(C)(C)(C)OC(=O)N1CC=2C=CC(=NC2CC1CCC(C)C)SCC1=CC=CC=C1 2-(Benzylthio)-7-isopentyl-7,8-dihydro-1,6-naphthyridine-6(5H)-carboxylic acid tert-butyl ester